COC1=CC=C2CCC(C2=C1)=O 6-methoxy-1-indanone